C(C)(C)(C)OC(=O)N(CCCN(C1=NC(=CC=2NC=3C=C(C=CC3C21)C(=O)OC)CC=2C=NC=CC2)C)C Methyl 1-((3-((tert-butoxycarbonyl) (methyl) amino) propyl) (methyl) amino)-3-(pyridin-3-ylmethyl)-5H-pyrido[4,3-b]indole-7-carboxylate